8-bromo-2-isopropyl-4-methyl-3-oxo-3,4-dihydro-2H-1,4-benzoxazine-6-carbonitrile BrC1=CC(=CC=2N(C(C(OC21)C(C)C)=O)C)C#N